3-[4-(1-propyl-1H-pyrazole-4-sulfonyl)phenyl]-1-(pyridin-3-ylmethyl)urea C(CC)N1N=CC(=C1)S(=O)(=O)C1=CC=C(C=C1)NC(NCC=1C=NC=CC1)=O